FC1=C(OC2CCN(CC2)C2=C(N)C=CC(=C2)S(=O)(=O)C)C=CC(=C1)F 2-(4-(2,4-Difluorophenoxy)piperidin-1-yl)-4-(methylsulfonyl)aniline